C(C)N1CCC(CC1)C=1OC2=C(C(C1)=O)C=CC=1NC(=NC12)C(F)(F)F 8-(1-ethylpiperidin-4-yl)-2-(trifluoromethyl)chromeno[7,8-d]imidazol-6(3H)-one